Normal octyl acrylate C(C=C)(=O)OCCCCCCCC